C1(CC1)C=1C=NN2C1N=C(N=C2NCC2=NC1=C(N2)C=CC(=C1)C)S(=O)(=O)C 8-cyclopropyl-2-(methanesulfonyl)-N-[(5-methyl-1H-benzimidazol-2-yl)methyl]pyrazolo[1,5-a][1,3,5]triazin-4-amine